tert-Butyl (6R)-3-[4-({[tert-butyl(diphenyl)silyl]oxy}methyl)-1,1-difluoropent-4-en-1-yl]-6-methyl-2,4,6,7-tetrahydro-5H-pyrazolo[4,3-c]pyridine-5-carboxylate [Si](C1=CC=CC=C1)(C1=CC=CC=C1)(C(C)(C)C)OCC(CCC(F)(F)C=1NN=C2C1CN([C@@H](C2)C)C(=O)OC(C)(C)C)=C